trans-N-(6,8-dichloro-2,7-naphthyridin-3-yl)-2-(oxan-4-yl)cyclopropane-1-carboxamide ClC=1C=C2C=C(N=CC2=C(N1)Cl)NC(=O)[C@H]1[C@@H](C1)C1CCOCC1